2-(2,3-dihydroxybenzofuran-5-yl)-3,5,7-trihydroxy-benzopyran-4-one OC=1OC2=C(C1O)C=C(C=C2)C=2OC1=C(C(C2O)=O)C(=CC(=C1)O)O